4-(hydroxymethyl)-1-methylpiperidine OCC1CCN(CC1)C